(E)-2-hydroxy-3-(3-methylbut-2-en-1-yl)-6-(4-(trifluoromethyl)styryl)-4-(3,3,3-trifluoropropoxy)benzoic acid OC1=C(C(=O)O)C(=CC(=C1CC=C(C)C)OCCC(F)(F)F)\C=C\C1=CC=C(C=C1)C(F)(F)F